O(P(OF)(=O)OP1(=O)OCO1)F difluoro methylene diphosphate